C(C)(C)(C)OC(=O)N[C@H](C(=O)N1[C@@H](C[C@H](C1)O)C(=O)OC)C(C)(C)C methyl (2S,4R)-1-((S)-2-((tert-butoxy carbonyl)amino)-3,3-dimethylbutanoyl)-4-hydroxypyrrolidine-2-carboxylate